(3,3-dimethylbut-1-en-2-yl)benzene Methyl-(1R,8S)-8-methyl-11-oxa-tricyclo[6.2.1.02,7]undec-2,4,6-triene-1-carboxylate COC(=O)[C@]12C3=CC=CC=C3[C@](CC1)(O2)C.CC(C(=C)C2=CC=CC=C2)(C)C